5-butyl-p-menthane-3,9-diol C(CCC)C1C(C(CC(C1)C)O)C(CO)C